C1OCC12C=NC2 2-oxa-6-azaspiro[3.3]heptaneN